N-(2-aminopyrimidin-5-yl)-N-(3-(tert-butyl)-5-cyclopropylbenzyl)-2-(N-((4-(trifluoromethyl)pyridin-3-yl)methyl)-(2,3,4,5,6-pentafluorophenyl)sulfonamido)acetamide NC1=NC=C(C=N1)N(C(CN(S(=O)(=O)C1=C(C(=C(C(=C1F)F)F)F)F)CC=1C=NC=CC1C(F)(F)F)=O)CC1=CC(=CC(=C1)C1CC1)C(C)(C)C